COC=1C2=C(N=C(N1)NC1CC(C1)(C(=O)N(C)C)C)NC=C2C=2C=C1N=CC=NC1=CC2 3-((4-methoxy-5-(quinoxalin-6-yl)-7H-pyrrolo[2,3-d]pyrimidin-2-yl)amino)-N,N,1-trimethylcyclobutane-1-carboxamide